[S].FC1=C2CC(CC2=C(C=C1NC([C@@H](C)N(C)C)=O)F)(O)C=O (2R)-N-(4,7-difluoro-2-formyl-2-hydroxy-indan-5-yl)-2-(dimethylamino)propanamide Sulfur